1-(1,4-dimethoxynaphthalen-2-yl)-2-bromoethanone COC1=C(C=C(C2=CC=CC=C12)OC)C(CBr)=O